BrC1=C2C=NN(C2=CC(=C1Cl)F)C1OCCCC1 D-4-bromo-5-chloro-6-fluoro-1-(tetrahydro-2H-pyran-2-yl)-1H-indazole